[4-(2-tetrahydropyran-4-yl-3H-imidazo[4,5-b]pyridin-7-yl)-1-piperidyl]-[4-[1-(trifluoromethyl)cyclopropyl]phenyl]methanone O1CCC(CC1)C1=NC=2C(=NC=CC2C2CCN(CC2)C(=O)C2=CC=C(C=C2)C2(CC2)C(F)(F)F)N1